tri(vinyl-disilane) phosphate P(=O)(O)(O)O.C(=C)[SiH2][SiH3].C(=C)[SiH2][SiH3].C(=C)[SiH2][SiH3]